N-(piperidin-4-yl)azetidine-3-carboxamide N1CCC(CC1)NC(=O)C1CNC1